3-(2,3-DICHLOROPHENYL)-2-METHYLPYRIMIDIN ClC1=C(C=CC=C1Cl)N1C(N=CC=C1)C